2-(2,6-dioxopiperidin-3-yl)-4-[2-(piperazin-1-yl)ethoxy]Isoindole O=C1NC(CCC1N1C=C2C=CC=C(C2=C1)OCCN1CCNCC1)=O